Tert-butyl (R)-3-((((E)-4-((pyridin-4-ylmethyl)amino)but-2-en-1-yl)((S)-5,6,7,8-tetrahydroquinolin-8-yl)amino)methyl)-3,4-dihydroisoquinoline-2(1H)-carboxylate N1=CC=C(C=C1)CNC/C=C/CN([C@H]1CCCC=2C=CC=NC12)C[C@@H]1N(CC2=CC=CC=C2C1)C(=O)OC(C)(C)C